(S)-2-((R)-3-(6-amino-5-oxo-4,5-dihydropyrazin-2-yl)-4,4-difluoropiperidin-1-yl)-N-(6-(cyclopropylmethoxy)pyridazin-3-yl)propanamide NC=1C(NC=C(N1)[C@H]1CN(CCC1(F)F)[C@H](C(=O)NC=1N=NC(=CC1)OCC1CC1)C)=O